methacryl-carboxylic acid C(=O)(C(=C)C)C(=O)O